3-(6-methoxypyridin-3-yl)-5-(3-methyl-1-(1-methylpiperidin-4-yl)-1H-pyrazol-4-yl)-1H-pyrrolo[2,3-b]pyridine COC1=CC=C(C=N1)C1=CNC2=NC=C(C=C21)C=2C(=NN(C2)C2CCN(CC2)C)C